3-[4-[(4S)-2,2-dimethyl-4-piperidinyl]-3-methyl-2-oxo-benzimidazol-1-yl]Piperidine CC1(NCC[C@@H](C1)C1=CC=CC=2N(C(N(C21)C)=O)C2CNCCC2)C